C(C)(C)(C)OC(=O)N(C1=C(C(=O)OC)C=C(C(=C1)C=O)F)C(=O)OC(C)(C)C methyl 2-(bis(tert-butoxycarbonyl)amino)-5-fluoro-4-formylbenzoate